5-(1-(2,2-difluoroethyl)-1H-benzo[d][1,2,3]triazol-6-yl)-N-((3S,4S)-3-fluoro-1-(oxetan-3-yl)piperidin-4-yl)-4-methoxypyrrolo[2,1-f][1,2,4]triazin-7-d-2-amine FC(CN1N=NC2=C1C=C(C=C2)C=2C=C(N1N=C(N=C(C12)OC)N[C@@H]1[C@H](CN(CC1)C1COC1)F)[2H])F